N[C@H](C(=O)OC)CC1=CC(=C(C=C1)C1=NC(=C(N(C1=O)C)C)C)Cl methyl (S)-2-amino-3-(3-chloro-4-(4,5,6-trimethyl-3-oxo-3,4-dihydropyrazin-2-yl)phenyl)propanoate